COC=1C(=C2C=CNC2=C(C1)C)CN1C(CN(CC1)CCC(F)(F)F)C=1C=CC(=NC1)C(=O)O 5-(1-((5-methoxy-7-methyl-1H-indol-4-yl)methyl)-4-(3,3,3-trifluoropropyl)piperazin-2-yl)picolinic acid